1-(2-bromoethoxy)-4-chlorobenzene BrCCOC1=CC=C(C=C1)Cl